(S)-2-((((9H-fluoren-9-yl)methoxy)carbonyl)amino)-3-(1-(tert-butoxycarbonyl)-1H-indol-7-yl)propanoic acid C1=CC=CC=2C3=CC=CC=C3C(C12)COC(=O)N[C@H](C(=O)O)CC=1C=CC=C2C=CN(C12)C(=O)OC(C)(C)C